C(C)(C)(C)C=1C=C(C=C(C1O)C(C)(C)C)CCC(=O)OCC(CO)(CO)CO pentaerythritol [β-(3,5-di-t-butyl-4-hydroxyphenyl) propionate]